NC(CS)CS cysteinthiol